(±)-(1R,5S,8S)-2,4,4,8-Tetramethyl-8-vinylbicyclo[3.3.1]non-2-ene CC=1[C@@H]2[C@@](CC[C@H](C(C1)(C)C)C2)(C=C)C |r|